4-amino-N-(2-(4-(difluoromethylene)piperidin-1-yl)-3-(trifluoromethyl)-5,8-dihydro-6H-pyrano[3,4-b]pyridin-5-yl)-7-fluoro-N-methylimidazo[1,5-a]quinoxaline-8-carboxamide NC=1C=2N(C3=CC(=C(C=C3N1)F)C(=O)N(C)C1COCC3=NC(=C(C=C31)C(F)(F)F)N3CCC(CC3)=C(F)F)C=NC2